CCCCC1(CC1)C1=CC=C(C=C1)O 4-(trans-4-butylcyclopropyl)phenol